C1C(CC12CCC2)OC=2C=CC(=NC2)NC(OC(C)(C)C)=O tert-butyl (5-(spiro[3.3]heptan-2-yloxy)pyridin-2-yl)carbamate